[I-].C(CCCCCCCCCCCCCCCCC)[N+](CCC[Si](OC)(OC)OC)(C)C octadecyldimethyl-(gamma-trimethoxysilylpropyl)ammonium iodide